C(#N)C1CCN(CC1)C(=O)[O-] 4-cyano-piperidine-1-carboxylate